CC1C(CCCC1)NC(=O)C1CCN(CC1)C(=O)C1=NNC(=C1)C1=CC=NC=C1 N-(2-methylcyclohexyl)-1-[5-(pyridin-4-yl)-1H-pyrazole-3-carbonyl]piperidine-4-carboxamide